COC(CCSC=1C=C2C=NN(C2=CC1)C(=O)[O-])=O 5-((3-methoxy-3-Oxopropyl)thio)-1H-indazole-1-carboxylate